tert-butyl N-[(tert-butoxy)carbonyl]-N-{6-[6-chloro-4-(2-hydroxyethoxy)pyridin-3-yl]-5-iodo-7-{[2-(trimethylsilyl)ethoxy]methyl}-7H-pyrrolo[2,3-d]pyrimidin-4-yl}carbamate C(C)(C)(C)OC(=O)N(C(OC(C)(C)C)=O)C=1C2=C(N=CN1)N(C(=C2I)C=2C=NC(=CC2OCCO)Cl)COCC[Si](C)(C)C